hexadecane-3,7-diol CCC(CCCC(CCCCCCCCC)O)O